2-(4-fluoro-2-isopropyl-6-(2-oxo-1,2-dihydropyridin-4-yl)phenyl)-acetic acid methyl ester COC(CC1=C(C=C(C=C1C1=CC(NC=C1)=O)F)C(C)C)=O